CC1=C(C=CC(=C1)C(F)(F)F)C12CN(CC2C1)C(=O)C1CC2(C1)NC(OC2)=O (rac)-(2s,4s)-2-(1-(2-methyl-4-(trifluoromethyl)phenyl)-3-azabicyclo[3.1.0]hexane-3-carbonyl)-7-oxa-5-azaspiro[3.4]octan-6-one